4-[4-(dibenzylamino)-2-oxo-2,3-dihydro-1H-1,3-benzodiazol-1-yl]piperidine-1-carboxylic acid tert-butyl ester C(C)(C)(C)OC(=O)N1CCC(CC1)N1C(NC2=C1C=CC=C2N(CC2=CC=CC=C2)CC2=CC=CC=C2)=O